OCC(CNC(=O)O)(CNC(=O)O)CO 2,2-bis(hydroxymethyl)propane-1,3-dicarbamic acid